tert-butyl 2-(8-bromo-6-chloro-3,4-dihydroquinolin-1(2H)-yl)-5-azaspiro[3.4]octane-5-carboxylate BrC=1C=C(C=C2CCCN(C12)C1CC2(C1)N(CCC2)C(=O)OC(C)(C)C)Cl